N-[4-(3-cyanophenyl)-5-(2,6-dimethyl-4-pyridinyl)thiazol-2-yl]-3,8-diazabicyclo[3.2.1]octane-3-carboxamide C(#N)C=1C=C(C=CC1)C=1N=C(SC1C1=CC(=NC(=C1)C)C)NC(=O)N1CC2CCC(C1)N2